1,3-diethylimidazoline-2,4-dione C(C)N1C(N(C(C1)=O)CC)=O